[PH4+].C1(=CC=CC=C1)P(C1=CC=CC=C1)C1=CC=CC=C1 triphenylphosphine, phosphonium salt